(E)-3-[1-(2,6-difluoro-4-nitro-phenyl)pyrazol-4-yl]2-propenoic acid ethyl ester C(C)OC(\C=C\C=1C=NN(C1)C1=C(C=C(C=C1F)[N+](=O)[O-])F)=O